ClC1=C(N=NC=C1C)C#N chloro-5-methylpyridazine-3-carbonitrile